(R)-8-(2'-Cyano-[4,4'-bipyridin]-2-yl)-9-oxooctahydro-2H-pyrazino[1,2-a]pyrazin C(#N)C1=NC=CC(=C1)C1=CC(=NC=C1)N1C([C@@H]2N(CCNC2)CC1)=O